9-(1-((3-azaspiro[5.5]undecan-9-yl)methyl)piperidin-4-yl)-6-amino-7-(4-phenoxyphenyl)-7,9-dihydro-8H-purin-8-one C1CNCCC12CCC(CC2)CN2CCC(CC2)N2C1=NC=NC(=C1N(C2=O)C2=CC=C(C=C2)OC2=CC=CC=C2)N